4-(2-((S)-2-(2-ethylphenyl)pyrrolidin-1-yl)-7-azaspiro[3.5]nonan-7-yl)benzamide C(C)C1=C(C=CC=C1)[C@H]1N(CCC1)C1CC2(C1)CCN(CC2)C2=CC=C(C(=O)N)C=C2